ClC1=C(C=C(CNC(CC)=O)C=C1)C=1NC(C=C(N1)C=1C=NC(=CC1)OCC(F)(F)F)=O N-(4-chloro-3-{6-oxo-4-[6-(2,2,2-trifluoroethoxy)pyridin-3-yl]-1,6-dihydropyrimidin-2-yl}benzyl)propanamide